7-{4-[4-(4-{4-[2-(2,6-Dioxopiperidin-3-yl)-7-methoxy-1-oxo-2,3-dihydro-1H-isoindol-5-yl]piperazin-1-yl}butoxy)phenyl]piperidin-1-yl}-4-methyl-1H-indole-3-carbonitrile O=C1NC(CCC1N1C(C2=C(C=C(C=C2C1)N1CCN(CC1)CCCCOC1=CC=C(C=C1)C1CCN(CC1)C=1C=CC(=C2C(=CNC12)C#N)C)OC)=O)=O